BrC1=CC=CC2=C1SC(=C2)C=NCC(OC)OC N-((7-bromobenzo[b]thiophene-2-yl)methylene)-2,2-dimethoxyethylamine